C1=C2C(=CN1)C(=O)NC2=O diketopyrrolo[3,4-C]pyrrole